C(C)[C@@H](CC[C@@H](C)[C@H]1CC[C@H]2[C@@H]([C@H](CC[C@]12C)[C@@]1(C(C[C@H](CC1)O)=O)C)CC#N)C(C)C 2-((1R,3aS,4S,5S,7aR)-1-((2R,5S)-5-ethyl-6-methylheptan-2-yl)-5-((1R,4S)-4-hydroxy-1-methyl-2-oxocyclohexyl)-7a-methyl-octahydro-1H-inden-4-yl)acetonitrile